N-(6-(4-ethynyl-2-hydroxyphenyl)-5-methylpyridazin-3-yl)-2-(isopropylamino)acetamide C(#C)C1=CC(=C(C=C1)C1=C(C=C(N=N1)NC(CNC(C)C)=O)C)O